6-(bis(4-methoxybenzyl)amino)-2-methylthiazolo[4,5-b]pyrazine-5-carboxylic acid COC1=CC=C(CN(C=2N=C3C(=NC2C(=O)O)N=C(S3)C)CC3=CC=C(C=C3)OC)C=C1